FC=1C=C2C=NN(C2=CC1C1=CC=NC2=C(C=CC=C12)CC(=O)NCC(=O)NCC(=O)OC)C methyl 2-(2-{2-[4-(5-fluoro-1-methylindazol-6-yl)quinolin-8-yl]acetamido}acetamido)acetate